(3aR,5s,6aS)-2-(oxepan-4-ylmethyl-d2)-N-(6-(2,3,5-trifluorophenyl)pyridazin-3-yl)octahydrocyclopenta[c]pyrrol-5-amine O1CCC(CCC1)C(N1C[C@@H]2[C@H](C1)CC(C2)NC=2N=NC(=CC2)C2=C(C(=CC(=C2)F)F)F)([2H])[2H]